ClC1=C(C=C2C=C(N=CC2=C1)NC(=O)[C@H]1CC12CCOCC2)N2CCN(CC2)[C@@H]2COC[C@@H]2O (S)-N-(7-chloro-6-(4-((3R,4R)-4-hydroxytetrahydrofuran-3-yl)piperazin-1-yl)isoquinolin-3-yl)-6-oxaspiro[2.5]octane-1-carboxamide